O[C@@H]1[C@H]2[C@@]3(C[C@@]3([C@@H](C1)O2)C(=O)NC2=C(C(=CC=C2)C(F)(F)F)C)C=2C(=NN(C2)C)C(F)(F)F |r| rac-(1r,2r,4s,5r,6s)-6-hydroxy-4-(1-methyl-3-(trifluoromethyl)-1H-pyrazol-4-yl)-N-(2-methyl-3-(trifluoromethyl)phenyl)-8-oxatricyclo[3.2.1.02,4]octane-2-carboxamide